C(C=C)(=O)OC(C(C(C(C(C(C(C(F)(F)F)(F)F)(F)F)(F)F)(F)F)(F)F)(F)F)(F)F perfluoro-n-octyl acrylate